(S)-8-chloro-N-(8,9-difluoro-6-oxo-1,4,5,6-tetrahydro-2H-pyrano[3,4-c]isoquinolin-1-yl)-N-methyl-indolizine-2-carboxamide ClC1=CC=CN2C=C(C=C12)C(=O)N(C)[C@@H]1COCC=2NC(C=3C=C(C(=CC3C21)F)F)=O